((6-(difluoromethoxy)-2-(3'-(4-fluoro-6-(pyrrolidin-1-ylmethyl)pyridin-3-yl)-2,2'-dimethyl-[1,1'-biphenyl]-3-yl)benzo[d]oxazol-5-yl)methyl)-L-proline FC(OC1=CC2=C(N=C(O2)C=2C(=C(C=CC2)C2=C(C(=CC=C2)C=2C=NC(=CC2F)CN2CCCC2)C)C)C=C1CN1[C@@H](CCC1)C(=O)O)F